sodium 2-(tert-butyl)-2-methylpropionate C(C)(C)(C)C(C(=O)[O-])(C)C.[Na+]